(4-(4-methylpiperazin-1-yl)phenyl)amino-1,2-dihydro-3H-pyrazolo[3,4-d]pyrimidin-3-one CN1CCN(CC1)C1=CC=C(C=C1)NN1NC(C=2C1=NC=NC2)=O